ClC1=NC=C(C(=C1)NC(NC1=CC(=NC=C1)C#CC=1C=C(C(=O)O)C=CC1)=O)CO 3-((4-(3-(2-Chloro-5-(hydroxymethyl)pyridin-4-yl)ureido)pyridin-2-yl)ethynyl)benzoic acid